C(C)(C)(C)OC(=O)N1CC(CCC1)NN(C=1C=CC=2N(C1)C=CN2)C(=O)OC(C)(C)C 3-(((tert-butoxycarbonyl)(imidazo[1,2-a]pyridin-6-yl)amino)amino)piperidine-1-carboxylic acid tertiary Butyl ester